[O-]S(=O)(=O)C(F)(F)F.C(CCCCCCCC)[NH+]1CCC(CC1)CCCC 1-Nonyl-4-butylpiperidinium triflat